(S)-N-(4-(3-((3-chlorophenethyl)(cyclopropylmethyl)amino)-2-hydroxypropoxy)phenyl)-N-methylmethanesulfonamide ClC=1C=C(CCN(C[C@@H](COC2=CC=C(C=C2)N(S(=O)(=O)C)C)O)CC2CC2)C=CC1